ClC=1C=2N(C=C(C1)C(F)(F)F)C=C(N2)C2=C(C=CC=C2)F 8-Chloro-2-(2-fluorophenyl)-6-(trifluoromethyl)imidazo[1,2-a]pyridine